ClCOC(=O)N[C@@H](C)C(=O)OC Methyl ((chloromethoxy)carbonyl)-L-alaninate